bis(2-bromo-5-(dimethylamino)phenyl)dimethylsilane BrC1=C(C=C(C=C1)N(C)C)[Si](C)(C)C1=C(C=CC(=C1)N(C)C)Br